N1=C(C=CC=C1)N1N=CC=2C1=NC(=NC2)C(=O)N[C@@H]2C(N(C=1N(CC2)N=C(C1)C)C)=O 1-(2-Pyridyl)-N-[(6S)-2,4-dimethyl-5-oxo-7,8-dihydro-6H-pyrazolo[1,5-a][1,3]diazepin-6-yl]pyrazolo[3,4-d]pyrimidin-6-carboxamid